OC1=C(C=C(CC2=C(C=C(OCC(=O)NN)C=C2C)C)C=C1)C(C)C (4-(4-hydroxy-3-isopropylbenzyl)-3,5-dimethylphenoxy)acethydrazide